(R)-6-chloro-3-((1-(2-cyano-3-(4,4-difluoro-6-azaspiro[2.5]octan-6-yl)-7-methylquinoxalin-5-yl)ethyl)amino)picolinic acid ClC1=CC=C(C(=N1)C(=O)O)N[C@H](C)C1=C2N=C(C(=NC2=CC(=C1)C)C#N)N1CC(C2(CC2)CC1)(F)F